(3S,8S,9S,10R,13R,14S,17R)-10,13-dimethyl-17-((R)-4-(6-methylpyridin-2-yl)butan-2-yl)-2,3,4,7,8,9,10,11,12,13,14,15,16,17-tetradecahydro-1H-cyclopenta[a]phenanthren-3-ol C[C@]12[C@H]3CC[C@@]4([C@H](CC[C@H]4[C@@H]3CC=C2C[C@H](CC1)O)[C@H](C)CCC1=NC(=CC=C1)C)C